4-amino-3,3-dimethyl-4-oxobutanoic acid methyl ester COC(CC(C(=O)N)(C)C)=O